N1(CCC1)C1=NC=C(C=N1)B1OC(C(O1)(C)C)(C)C 2-(azetidin-1-yl)-5-(4,4,5,5-tetramethyl-1,3,2-dioxaborolan-2-yl)pyrimidine